4-[5-(6-bromo-1-azatricyclo[6.3.1.04,12]dodeca-2,4,6,8(12)-tetraen-2-yl)-6-[(1S)-1-methoxyethyl]-3-pyridyl]morpholine BrC=1C=C2C=C(N3CCCC(C1)=C32)C=3C=C(C=NC3[C@H](C)OC)N3CCOCC3